C(\C=C\C(=O)OCCCCCCCCCCCCCCCCCCCCCCCCCCCC)(=O)OCCCCCCCCCCCCCCCCCCCCCCCCCCCC dioctacosyl fumarate